O(C1=CC=CC=C1)P(=O)(OC1=CC=CC=C1)OC1=COC2(CC2)CN1C(=O)OC(C)(C)C tert-butyl 6-((diphenoxyphosphoryl)oxy)-4-oxa-7-azaspiro[2.5]oct-5-ene-7-carboxylate